C(C)(C)(C)C1=CC(=NO1)C(C)N1C[C@@H](N(C[C@H]1C)C1=CC(N(C=2C=CC(=NC12)C#N)C)=O)C 8-((2s,5r)-4-(1-(5-(tert-butyl)isoxazol-3-yl)ethyl)-2,5-dimethylpiperazin-1-yl)-5-methyl-6-oxo-5,6-dihydro-1,5-naphthyridine-2-carbonitrile